5-bromo-2-((2-chloropyridin-4-yl)methoxy)benzaldehyde BrC=1C=CC(=C(C=O)C1)OCC1=CC(=NC=C1)Cl